FC1=C(C=CC=C1)C1=CC=C(C=C1)C1CCN(CC1)CC(=O)NC=1C=NC(=CC1)C 2-(4-(2'-fluoro-[1,1'-biphenyl]-4-yl)piperidin-1-yl)-N-(6-methylpyridin-3-yl)acetamide